N-[5-[2-methyl-5-[[(1R,4R)-2-methyl-5-oxa-2-azabicyclo[2.2.1]heptan-4-yl]methoxy]-4-pyridyl]pyrazolo[1,5-a]pyridin-2-yl]cyclopropanecarboxamide CC1=NC=C(C(=C1)C1=CC=2N(C=C1)N=C(C2)NC(=O)C2CC2)OC[C@@]21CN([C@@H](CO2)C1)C